(2R,5S)-4-(4-(1H-Pyrazol-1-yl)cyclohexyl)-5-(4-chlorobenzyl)-2-((methylsulfonyl)methyl)morpholin N1(N=CC=C1)C1CCC(CC1)N1C[C@@H](OC[C@@H]1CC1=CC=C(C=C1)Cl)CS(=O)(=O)C